tert-butyl N-[(2R,3S)-1-{2,7-diethynyl-4-[(thiophen-2-ylmethyl)amino]furo[3,2-d]pyrimidin-6-yl}-3-fluorobutan-2-yl]carbamate C(#C)C=1N=C(C2=C(N1)C(=C(O2)C[C@H]([C@H](C)F)NC(OC(C)(C)C)=O)C#C)NCC=2SC=CC2